BrC1=NN(CC1)C1=NC=CC=C1[N+](=O)[O-] 3-bromo-1-(3-nitro-2-pyridyl)-4,5-dihydro-1H-pyrazole